N6-Benzyladenosine-5'-O-diphosphate P(O)(=O)(OP(=O)(O)O)OC[C@@H]1[C@H]([C@H]([C@@H](O1)N1C=NC=2C(NCC3=CC=CC=C3)=NC=NC12)O)O